C(C)(C)(C)OC(=O)N[C@H](CCCOCCOC1=NC2=C(C3=CN=CC=C13)C=CC(=C2)C(=O)OC)C Methyl (S)-5-(2-((4-((tert-butoxycarbonyl)amino)pentyl)oxy)ethoxy)benzo[c][2,6]naphthyridine-8-carboxylate